N[C@@]1(CN(CC1)C1=C(C=NC=C1C1=NC2=C(N1)C=CC=C2C)C(=O)N[C@H](C(F)(F)F)CC)C 4-[(3S)-3-amino-3-methylpyrrolidin-1-yl]-5-(4-methyl-1H-1,3-benzodiazol-2-yl)-N-[(2S)-1,1,1-trifluorobutan-2-yl]pyridine-3-carboxamide